N-(5-(3,5-difluorobenzyl)-1H-indazol-3-yl)-4-(4-(3-(2-(2,6-dioxopiperidin-3-yl)-1,3-dioxoisoindolin-5-yl)cyclobutyl)piperazin-1-yl)-2-((tetrahydro-2H-pyran-4-yl)amino)benzamide FC=1C=C(CC=2C=C3C(=NNC3=CC2)NC(C2=C(C=C(C=C2)N2CCN(CC2)C2CC(C2)C=2C=C3C(N(C(C3=CC2)=O)C2C(NC(CC2)=O)=O)=O)NC2CCOCC2)=O)C=C(C1)F